NC1=NC(=C(C(=N1)CCC#N)CC1=C(C=CC=C1)OC)NCCCC 3-(2-amino-6-(butylamino)-5-(2-methoxybenzyl)pyrimidin-4-yl)propionitrile